(1R,3S)-3-{5-[5-(3-formyl-2-hydroxyphenyl)-2-methyl pyrazole-3-amido]-2H-pyrazol-3-yl}cyclopentyl N-isopropylcarbamate C(C)(C)NC(O[C@H]1C[C@H](CC1)C=1NN=C(C1)NC(=O)C=1N(N=C(C1)C1=C(C(=CC=C1)C=O)O)C)=O